(S)-Glycerol OCC(O)CO